ClC=1N=CC=2C3=C(C(=NC2C1F)SC)N=NN3[C@@H]3C[C@H](N(CC3)C(=O)OC(C)(C)C)CC#N tert-butyl (2S,4S)-4-(7-chloro-6-fluoro-4-(methylthio)-1H-[1,2,3]triazolo[4,5-c][1,6]naphthyridin-1-yl)-2-(cyanomethyl)piperidine-1-carboxylate